O=C1NC(CCC1C1=NN(C2=C(C(=CC=C12)C1CCN(CC1)CC1CCN(CC1)C(=O)OC(C)(C)C)F)C)=O tert-butyl 4-((4-(3-(2,6-dioxopiperidin-3-yl)-7-fluoro-1-methyl-1H-indazol-6-yl)piperidin-1-yl)methyl)piperidine-1-carboxylate